COC(C1=CC=C(C=C1)C(=O)N1CC2(CC1)C(NC(CC2)=O)=O)=O 4-(6,8-Dioxo-2,7-diazaspiro[4.5]decane-2-carbonyl)benzoic acid methyl ester